C(OC1=CC=C(C=C1)[N+](=O)[O-])([O-])=O para-nitrophenyl carbonate